N-methyl-hexahydro-azepin-4-one hydrochloride Cl.CN1CCC(CCC1)=O